N-((6-(trifluoromethyl)-1-(4-(trifluoromethyl)phenyl)-2,3-dihydro-1H-pyrido[2,3-b][1,4]oxazin-3-yl)methyl)acetamide FC(C=1C=CC2=C(OC(CN2C2=CC=C(C=C2)C(F)(F)F)CNC(C)=O)N1)(F)F